rac-(3aR,5R,7S,7aR)-1-ethyl-3,3,5,7-tetramethyl-5-phenyloctahydrobenzo[c]isoxazole C(C)N1OC([C@H]2[C@H]1[C@H](C[C@](C2)(C2=CC=CC=C2)C)C)(C)C |r|